methyl 4-bromo-2-(2-((tert-butyldiphenylsilyl)oxy) acetamido)thiophene-3-carboxylate BrC=1C(=C(SC1)NC(CO[Si](C1=CC=CC=C1)(C1=CC=CC=C1)C(C)(C)C)=O)C(=O)OC